C(#N)C1=NC=CC(=N1)Br 2-cyano-4-bromopyrimidine